4,8-Dioxoundecane-1,11-diol O=C(CCCO)CCCC(CCCO)=O